[7-(2,4-difluoro-6-hydroxy-phenyl)-6-[(6R)-6-methyl-5-prop-2-enoyl-6,7-dihydro-4H-pyrazolo[1,5-a]pyrazin-2-yl] thieno[3,2-c]pyridin-4-yl] triflate O(S(=O)(=O)C(F)(F)F)C1=NC(=C(C2=C1C=CS2)C2=C(C=C(C=C2O)F)F)C2=NN1C(CN([C@@H](C1)C)C(C=C)=O)=C2